OCCN(CC(CS(=O)(=O)O)O)CCO N,N-Bis(2-hydroxyethyl)-3-amino-2-hydroxypropanesulfonic acid